[Na+].S(=O)(=O)([O-])[O-].[Na+] sodium sulfate, sodium salt